C(C)N1CCN(CC1)C1=C(C=C(C=N1)C#CCN(C(=O)[C@H]1N(C(NC1)=O)C1=NC(=CC(=C1)C(F)(F)F)C)C1=CC=C(C=C1)F)NC(C=CC)=O (S)-N-(3-(6-(4-ethylpiperazin-1-yl)-5-methylacrylamidopyridin-3-yl)prop-2-yn-1-yl)-N-(4-fluorophenyl)-3-(6-methyl-4-(trifluoromethyl)pyridin-2-yl)-2-oxoimidazolidine-4-carboxamide